C(#N)C1=C(C(=C(C(=O)NC2=C(C=C(C=C2Cl)C(C(C(F)(F)F)(F)F)(C(F)(F)F)F)Cl)C=C1)F)NC(C1=C(C=C(C=C1)C#N)C)=O 4-cyano-3-[(4-cyano-2-methylbenzoyl)amino]-N-[2,6-dichloro-4-[1,2,2,3,3,3-hexafluoro-1-trifluoromethylpropyl]phenyl]-2-fluorobenzamide